methyl-3-(5-trifluoromethyl-2H-benzotriazol-2-yl)-5-t-butyl-4-hydroxyhydrocinnamate COC(CCC1=CC(=C(C(=C1)C(C)(C)C)O)N1N=C2C(=N1)C=CC(=C2)C(F)(F)F)=O